4-[1-(3-methoxyphenyl)ethyl]resorcinol COC=1C=C(C=CC1)C(C)C1=C(C=C(O)C=C1)O